ClC1=C(C2=C(NC1C)SC1=C2C=CC(=C1)C1=C(C=CC=C1)OC(F)(F)F)[O-].[Na+] sodium 3-chloro-2-methyl-7-(2-(trifluoromethoxy)phenyl)benzo[4,5]thieno[2,3-b]pyridin-4(1H)-olate